1,1'-dibenzyl-6-[5-(difluoromethyl)-1-methyl-1H-1,2,4-triazol-3-yl]-7-methyl-3,4-dihydro-1H-spiro[1,8-naphthyridine-2,3'-pyrrolidine] C(C1=CC=CC=C1)N1C2=NC(=C(C=C2CCC12CN(CC2)CC2=CC=CC=C2)C2=NN(C(=N2)C(F)F)C)C